2-(4-methylpiperazin-1-yl)-5-nitroaniline CN1CCN(CC1)C1=C(N)C=C(C=C1)[N+](=O)[O-]